C1CC12COC(OC2)CN2N=NC(=C2)C2=C(C=C(C=C2)N2CC(C2)C(C)O)N(C)C 1-(1-(4-(1-(5,7-dioxaspiro[2.5]oct-6-ylmethyl)-1H-1,2,3-triazol-4-yl)-3-(dimethylamino)phenyl)azetidin-3-yl)ethanol